selenium Pyridine N1=CC=CC=C1.[Se]